ClC1=C(C=CC=C1)S(=O)(=O)NC(NC1=NC(=NC(=N1)OC)C)=O 2-chloro-N-((4-methoxy-6-methyl-1,3,5-triazin-2-yl)carbamoyl)benzenesulfonamide